[Si](C)(C)(C(C)(C)C)OC[C@@H]1[C@H]([C@H]([C@@H](O1)N1C(NC(C(=C1)C)=O)=O)O)OP1(SCCS1)=S 1-((2R,3R,4S,5R)-5-(((tert-butyldimethylsilyl)oxy)methyl)-3-hydroxy-4-((2-sulfido-1,3,2-dithiaphospholan-2-yl)oxy)tetrahydrofuran-2-yl)-5-methylpyrimidine-2,4(1H,3H)-dione